FC([C@H](OC1=NN(C2=NN=C(C=C21)C=2C(NC(NC2)=O)=O)C)C2=CC(=NC=C2)OCC2(CC2)OC)F 5-[3-[(1R)-2,2-difluoro-1-[2-[(1-methoxycyclopropyl)methoxy]-4-pyridyl]ethoxy]-1-methyl-pyrazolo[3,4-c]pyridazin-5-yl]-1H-pyrimidine-2,4-dione